FC(OC1=CC(=NN1)NC1=NC(=CN=C1)O[C@@H]1CNCCC1)F (S)-N-(5-(difluoromethoxy)-1H-pyrazol-3-yl)-6-(piperidin-3-yloxy)pyrazin-2-amine